2-{2-[(4-methoxyphenyl)methoxy]-6-(prop-2-en-1-yl)phenyl}-1,3-dioxolane COC1=CC=C(C=C1)COC1=C(C(=CC=C1)CC=C)C1OCCO1